2-(2-Chloro-5-isopropyl-8-oxothieno[2',3':4,5]pyrrolo[1,2-d][1,2,4]triazin-7(8H)-yl)-N-(6-(difluoromethyl)pyrimidin-4-yl)acetamid ClC1=CC2=C(C=C3N2C(=NN(C3=O)CC(=O)NC3=NC=NC(=C3)C(F)F)C(C)C)S1